1-octylnonyl 8-[(2-hydroxy-1-methyl-ethyl)-(6-oxo-6-undecoxy-hexyl)amino]octanoate OCC(C)N(CCCCCCCC(=O)OC(CCCCCCCC)CCCCCCCC)CCCCCC(OCCCCCCCCCCC)=O